2-chloro-1-(4-morpholinyl-phenyl)-1-butanone ClC(C(=O)C1=CC=C(C=C1)N1CCOCC1)CC